C(C)(C)(C)C1=NC(=NO1)C(=O)NCC1=C(C=C(C=C1)C1=CC(=NC=C1)NC(=O)C1C(C1)(C)C)C 5-(tert-butyl)-N-(4-(2-(2,2-dimethylcyclopropane-1-carboxamido)pyridin-4-yl)-2-methylbenzyl)-1,2,4-oxadiazole-3-carboxamide